ClC1=CC(=C(C=C1C(F)(F)F)NS(=O)(=O)C=1C=C(C(=O)O)C=CC1C1CC1)N1C=CC=C1 3-(N-(4-chloro-2-(pyrrol-1-yl)-5-(trifluoromethyl)phenyl)sulfamoyl)-4-cyclopropylbenzoic acid